CN(C(C(=C)C)=O)C(C)C N-methyl-N-isopropyl-methacrylamide